C(C)NC(=O)C=1C=NN2C1C=C(C=C2)C=2C=CN1N=C(N=C(C12)OC)NC1CCC(CC1)(C)O N-Ethyl-5-(2-(((1r,4r)-4-hydroxy-4-methylcyclohexyl)amino)-4-methoxypyrrolo[2,1-f][1,2,4]triazin-5-yl)pyrazolo[1,5-a]pyridine-3-carboxamide